7-Bromo-8-fluoro-2-(((2R,7aS)-2-fluorotetrahydro-1H-pyrrolizin-7a(5H)-yl)methoxy)-4-(1H-pyrrol-3-yl)quinoline-3-carbonitrile BrC1=CC=C2C(=C(C(=NC2=C1F)OC[C@]12CCCN2C[C@@H](C1)F)C#N)C1=CNC=C1